C(\C=C\C(=O)O)(=O)O.C(\C=C\C(=O)O)(=O)O.C(C)OC1=C(CN2C[C@H](CC2)CN)C=C(C(=C1)F)F (R)-(1-(2-ethoxy-4,5-difluorobenzyl)pyrrolidin-3-yl)methanamine difumarate